2-chloro-1,3-cyclohexadiene ClC1=CCCC=C1